C1(=CC=C(C=C1)C(=CC#N)C1=CC=C(C=C1)C)C 3,3-di-p-tolylacrylonitrile